ClC1=CC2=C(OC(CN2)C(=O)O)C=C1C=1C(=NOC1C)C 6-chloro-7-(3,5-dimethylisoxazol-4-yl)-3,4-dihydro-2H-benzo[b][1,4]Oxazine-2-carboxylic acid